O=C1N(C(CC1)=O)OC(=O)C1=CN(C(C=C1C1=CC=CC=C1)=O)CC1(CCN(CC1)C(C[C@@H](C)C1=CC=CC=C1)=O)O (R)-1-((4-hydroxy-1-(3-phenylbutyryl)piperidin-4-yl)methyl)-6-oxo-4-phenyl-1,6-dihydropyridine-3-carboxylic acid 2,5-dioxopyrrolidin-1-yl ester